FC(OC1=NC2=CC(=CC(=C2N=C1)C=1SC2=C(N1)C=CC=C2CNS(=O)(=O)C2=CC=CC=C2)C)F N-((2-(2-(difluoromethoxy)-7-methylquinoxalin-5-yl)benzo[d]thiazol-7-yl)methyl)benzenesulfonamide